N-[7-methoxy-4-(pyridin-3-yl)-1H-1,3-benzodiazol-2-yl]cyclopropanecarboxamide COC1=CC=C(C2=C1NC(=N2)NC(=O)C2CC2)C=2C=NC=CC2